ammonium thiazole S1C=NC=C1.[NH4+]